C(C1=CC=CC=C1)OC=1C=CC2=C(B(N(N=C2)C(C)=O)O)C1 1-(7-(benzyloxy)-1-hydroxybenzo[d][1,2,3]diazaborinin-2(1H)-yl)ethanone